BrC1=C(C#N)C=C(C(=C1)F)F 2-bromo-4,5-difluoro-benzonitrile